C1(CC1)CN(C(OC(C)(C)C)=O)[C@H]1CN(CCC1)C=1C=NC(=CC1)C(C)C=1C=NN(C1)C=1C=NC=C(C1)C1CC1 tert-butyl (cyclopropylmethyl)((3R)-1-(6-(1-(1-(5-cyclopropylpyridin-3-yl)-1H-pyrazol-4-yl)ethyl)pyridin-3-yl)piperidin-3-yl)carbamate